3',5-bis(phenylsulfonyl)-4'-(pyridin-2-yl)-[1,1'-biphenyl] C1(=CC=CC=C1)S(=O)(=O)C=1C=C(C=CC1C1=NC=CC=C1)C1=CC=CC(=C1)S(=O)(=O)C1=CC=CC=C1